C1(=CC=CC=C1)C1=C(NC=2C1=NC=CC2)C2=C(C=NC=C2)OC[C@@H]2N(CC2)C(C=C)=O |o1:23| rel-(R)-1-(2-(((4-(3-phenyl-1H-pyrrolo[3,2-b]pyridin-2-yl)pyridin-3-yl)oxy)methyl)azetidin-1-yl)prop-2-en-1-one